Cl[Ru](C1=CCCC=CCC1)(C)(C)(C)(C)C chloro(pentamethyl)(1,5-cyclooctadienyl)ruthenium